tert-butyl 4-(4-(2,6-bis(benzyloxy)pyridin-3-yl)-3-methoxyphenyl)piperazine-1-carboxylate C(C1=CC=CC=C1)OC1=NC(=CC=C1C1=C(C=C(C=C1)N1CCN(CC1)C(=O)OC(C)(C)C)OC)OCC1=CC=CC=C1